C(C)(C)(C)OC(N(C1CCN(CC1)C=1C2=CN(N=C2C(=C(C1)F)C(NC=1C(=CC=2N(C1)C=CN2)OC)=O)C)CC)=O.ClC=2C(=NC=C(C2)C(F)(F)F)C(=O)N 3-chloro-5-(trifluoromethyl)pyridine-2-carboxamide tert-butyl-N-ethyl-N-[1-[6-fluoro-7-[(7-methoxyimidazo[1,2-a]pyridin-6-yl)carbamoyl]-2-methyl-indazol-4-yl]-4-piperidyl]carbamate